ClC1=C(C(=O)N[C@H](C(=O)O)CC2=CC=C(C=C2)N2C(C3(C4=CC=C(C(=C24)F)F)CC3)=O)C(=CC=C1)F (S)-2-(2-chloro-6-fluorobenzoylamino)-3-(4-(6',7'-difluoro-2'-oxospiro[cyclopropane-1,3'-indolin]-1'-yl)phenyl)propionic acid